5-(Pentafluorosulfanyl)benzo[d]thiazol-2-amine FS(C=1C=CC2=C(N=C(S2)N)C1)(F)(F)(F)F